N-(3-Ethoxy-5-{6-[2-(7-fluoro-4-methoxy-2-methyl-indol-1-yl)-ethylamino]-pyrimidin-4-yl}-thiophen-2-yl)-formamid C(C)OC1=C(SC(=C1)C1=NC=NC(=C1)NCCN1C(=CC2=C(C=CC(=C12)F)OC)C)NC=O